FC(C1=CC(=NO1)C(=O)O)(F)F 5-(trifluoromethyl)isoxazole-3-carboxylic acid